3-(2-((3,3-difluoro-1-(hydroxymethyl)cyclobutyl)amino)-2-oxoacetyl)-N-(4-fluoro-3-methylphenyl)-2-methyl-5,6,7,8-tetrahydroindolizine-1-carboxamide FC1(CC(C1)(CO)NC(C(=O)C1=C(C(=C2CCCCN12)C(=O)NC1=CC(=C(C=C1)F)C)C)=O)F